N1C=NC(=C1)CNC(NC1=CC=C(C(=O)OCC)C=C1)=O Ethyl 4-(3-((1H-imidazol-4-yl)methyl)ureido)benzoate